2-Hydroxy-1-(4-((4-(3-((2-((1S)-1-((tetrahydro-2H-pyran-2-yl)oxy)ethyl)-1H-imidazol-1-yl)methyl)isoxazol-5-yl)phenyl)ethynyl)-3,6-dihydropyridin-1(2H)-yl)ethan-1-one OCC(=O)N1CCC(=CC1)C#CC1=CC=C(C=C1)C1=CC(=NO1)CN1C(=NC=C1)[C@H](C)OC1OCCCC1